C1(CC1)C1=CC(=C(C2=C1N(N=N2)C)C)C(CC(=O)[O-])C=2C=C(C1=C(CCO1)C2)CN2C[C@H](OC1=C([C@@H]2C)N=CC=C1)CC 3-(7-cyclopropyl-1,4-dimethyl-1H-benzotriazol-5-yl)-3-(7-{[(2R,5S)-2-ethyl-5-Methyl-2,3-dihydropyrido[2,3-f][1,4]oxazepin-4(5H)-yl]methyl}-2,3-dihydro-1-benzofuran-5-yl)propanoate